5-(chloroethyl)-3-phenyl-1,2,4-oxadiazole ClCCC1=NC(=NO1)C1=CC=CC=C1